tert-butyl 4-(1-(4-amino-5-cyclopropyloxy-2-methylphenyl)piperidin-4-yl)piperazine-1-carboxylate NC1=CC(=C(C=C1OC1CC1)N1CCC(CC1)N1CCN(CC1)C(=O)OC(C)(C)C)C